5-[5-({1-[(2E)-2-(aminomethyl)-3-fluoroprop-2-en-1-yl]-5-oxo-1,5-dihydro-4H-1,2,4-triazol-4-yl}methyl)thiophen-2-yl]-2,3-dihydro-1H-isoindol-1-one hydrochloride Cl.NC/C(/CN1N=CN(C1=O)CC1=CC=C(S1)C=1C=C2CNC(C2=CC1)=O)=C\F